6-[2-[[4-[5-(difluoromethyl)-1,3,4-oxadiazol-2-yl]-2-fluorophenyl]methyl]tetrazol-5-yl]-N-ethylquinolin-2-amine FC(C1=NN=C(O1)C1=CC(=C(C=C1)CN1N=C(N=N1)C=1C=C2C=CC(=NC2=CC1)NCC)F)F